5-tert-butyl-4-ethyl-3-methyl-dihydro-3H-imidazopyridine C(C)(C)(C)C=1N(C2C(=CC1)NCN2C)CC